ClC=1C=C(C=CC1F)C=1C(=C2N(N1)CCC2)C=2C=C1C=CC=NC1=CC2 6-(2-(3-Chloro-4-fluorophenyl)-5,6-dihydro-4H-pyrrolo[1,2-b]pyrazol-3-yl)quinoline